COC([C@@H](CC(C(C)=O)C1=CC(=CC=C1)Cl)NC(=O)OC(C)(C)C)=O.ClC1=C(C=NC2=CC=C(C=C12)Cl)S(=O)(=O)N1CCSCC1 4-[(4,6-dichloro-3-quinolinyl)sulfonyl]thiomorpholine Methyl-(2R)-2-((tert-butoxycarbonyl)amino)-4-(3-chlorophenyl)-5-oxohexanoate